ClC=1C(=NC=CC1SC=1C=CC=2C(=NC=C(N2)N2CC[C@](CCC2)(N)C)N1)C (S)-1-(6-((3-chloro-2-methylpyridin-4-yl)thio)pyrido[2,3-b]pyrazin-2-yl)-4-methylazepan-4-amine